chromium(III) 2-ethylhexanoate C(C)C(C(=O)[O-])CCCC.[Cr+3].C(C)C(C(=O)[O-])CCCC.C(C)C(C(=O)[O-])CCCC